methyl 2-{3-bromo-6-chloroimidazo[1,2-b]pyridazin-8-yl}-2-methanesulfonylacetate BrC1=CN=C2N1N=C(C=C2C(C(=O)OC)S(=O)(=O)C)Cl